C(C)(C)C1=NOC(=N1)N1CCC(CC1)[C@H](C)OC1=NN2C(S1)=NC(=C2)C=2C(=NC(=CC2)S(=O)(=O)C)F 2-((S)-1-(1-(3-isopropyl-1,2,4-oxadiazol-5-yl)piperidin-4-yl)ethoxy)-6-(2-fluoro-6-(methylsulfonyl)pyridin-3-yl)imidazo[2,1-b][1,3,4]thiadiazole